2-(2-((5-chloro-2-(1H-tetrazol-1-yl) phenyl) amino)-2-oxoacetamido)-3-(4-(4-hydroxypiperidine-1-carboxamido) phenylpropionamido)-1H-indole-2-carboxylate ClC=1C=CC(=C(C1)NC(C(=O)NC1(NC2=CC=CC=C2C1NC(CCC1=CC=C(C=C1)NC(=O)N1CCC(CC1)O)=O)C(=O)[O-])=O)N1N=NN=C1